C(C[C@@H](C(=O)[O-])[NH3+])C[NH3+] The molecule is a polar amino acid zwitterion of L-ornithine. It is an ornithinium(1+) and a polar amino acid zwitterion. It is a conjugate base of a L-ornithinium(2+). It is a conjugate acid of a L-ornithine.